[Ca+2].[Si]([O-])([O-])([O-])O.[Na+] sodium silicate, calcium salt